FC(C1=CC=C(C=C1)C1=C2C=CC=NC2=C(N=C1)NCCO)(F)F 2-((5-(4-(trifluoromethyl)phenyl)-1,7-naphthyridin-8-yl)amino)ethan-1-ol